4-(2-amino-1-{[3-(1H-pyrazol-4-yl)-1H-indol-7-yl]carbamoyl}ethyl)-N-methylbenzamide NCC(C(NC=1C=CC=C2C(=CNC12)C=1C=NNC1)=O)C1=CC=C(C(=O)NC)C=C1